N[C@H](C(=O)O)CC1CCCC1 (S)-2-amino-3-cyclopentylpropionic acid